(S)-1-(imidazo[1,5-a]pyridin-3-yl)-N,N-dimethylpropan-2-amine C=1N=C(N2C1C=CC=C2)C[C@H](C)N(C)C